hydroxy-ethyl-sulfonate OCCS(=O)(=O)[O-]